4-[(3-chloro-4-fluorophenyl)amino]-6-(1-methanesulfonyl-piperidin-4-yloxy)-7-(2-methoxy-ethoxy)-quinazoline ClC=1C=C(C=CC1F)NC1=NC=NC2=CC(=C(C=C12)OC1CCN(CC1)S(=O)(=O)C)OCCOC